androstane-1,4,9(11)-triene-3,17-dione C[C@@]12C(CC[C@H]1[C@@H]1CCC3=CC(C=C[C@]3(C)C1=CC2)=O)=O